(S)-1-(4-fluorophenyl)-3-methylpiperazine FC1=CC=C(C=C1)N1C[C@@H](NCC1)C